2-propylpentyl((S)-(((Z)-2-((2-amino-6-oxo-1,6-dihydro-9H-purin-9-yl)methylene)-1-(((tetrahydro-2H-pyran-2-yl)oxy)methyl)cyclopropyl)methoxy)(phenoxy)phosphoryl)-L-alaninate C(CC)C(CN([C@@H](C)C(=O)[O-])[P@@](=O)(OC1=CC=CC=C1)OCC1(\C(\C1)=C/N1C=2N=C(NC(C2N=C1)=O)N)COC1OCCCC1)CCC